NNC(=S)NN 1,3-diaminothiourea